(1S,3S)-3-((2-methyl-6-(1-methyl-5-(((3-propyl-1,2,4-thiadiazol-5-yl)amino)methyl)-1H-1,2,3-triazol-4-yl)pyridin-3-yl)oxy)cyclohexane-1-carboxylic acid CC1=NC(=CC=C1O[C@@H]1C[C@H](CCC1)C(=O)O)C=1N=NN(C1CNC1=NC(=NS1)CCC)C